ClC=1C=C2C(=C3C1NC(NC31CCCCC1)=O)OC(=N2)C(=O)NC2C(COCC2)F 5-chloro-N-(3-fluorooxan-4-yl)-7-oxo-7,8-dihydro-6H-spiro[[1,3]oxazolo[5,4-f]quinazoline-9,1'-cyclohexane]-2-carboxamide